5-[8-[(S)-pyrrolidin-2-yl]isochroman-6-yl]-3-(1,3,4-thiadiazol-2-yl)pyridin-2-amine N1[C@@H](CCC1)C=1C=C(C=C2CCOCC12)C=1C=C(C(=NC1)N)C=1SC=NN1